C(C)C=1N=C(C(=C(C(=O)O)C1F)OC=1C(=NC(=CC1)F)C)C1CC1 ethyl-2-cyclopropyl-5-fluoro-3-((6-fluoro-2-methylpyridin-3-yl)oxy)isonicotinic acid